C1(=CC=CC=C1)C1=NC2=C(C=CC(=C2N=C1C1=CC=CC=C1)C1=CC=CC=C1)C1=CC=CC=C1 2,3,5,8-tetraphenylquinoxaline